Cyclopentyl-(methyl)carbamic acid chloromethyl ester ClCOC(N(C)C1CCCC1)=O